1-(2-((3R,5R,8R,9R,10S,13R,14S,17R)-3-hydroxy-3,13-dimethylhexadecahydro-1H-cyclopenta[a]phenanthren-17-yl)ethyl)-1H-pyrazole-4-carbonitrile O[C@@]1(CC[C@@H]2[C@H]3CC[C@@]4([C@H](CC[C@H]4[C@@H]3CC[C@@H]2C1)CCN1N=CC(=C1)C#N)C)C